l-alpha-methyl-asparagine C[C@](N)(CC(N)=O)C(=O)O